1-methyl-3-n-butylimidazolium CN1C=[N+](C=C1)CCCC